(6aR,7R,10aS)-4-(2-fluorophenyl)-2-(3-fluoropyridin-4-yl)-7,10a-dimethyl-8-oxo-5,6,6a,7,8,10a-hexahydrobenzo[h]quinazoline-9-carbonitrile FC1=C(C=CC=C1)C1=NC(=NC=2[C@]3([C@H](CCC12)[C@H](C(C(=C3)C#N)=O)C)C)C3=C(C=NC=C3)F